OC1C2(C(N(C(C1(CN(C2)CC=2C(=NC=CC2)C(=O)O)C(=O)OC)C2=NC=CC=C2)CC=2C(=NC=CC2)C(=O)O)C2=NC=CC=C2)C(=O)OC 6'-({9-hydroxy-1,5-bis(methoxycarbonyl)-2,4-bis(pyridin-2-yl)-3,7-diazabicyclo[3.3.1]Nonane-3,7-diyl}bis(methylene))dipicolinic acid